3-Methyl-2-(6-(((4-methyltetrahydro-2H-pyran-4-yl)amino)methyl)pyridazin-3-yl)-5-(trifluoromethyl)phenol CC=1C(=C(C=C(C1)C(F)(F)F)O)C=1N=NC(=CC1)CNC1(CCOCC1)C